BrC(C(=O)Cl)CCBr 2,4-dibromobutanoyl chloride